C(C(=O)OCC)(=O)OC1(CC(OCC1)CC(=O)OCC)C(F)(F)F 2-(2-ethoxy-2-oxoethyl)-4-(trifluoromethyl)tetrahydro-2H-pyran-4-yl ethyl oxalate